N-(2-cyano-3-((2,3-dihydroimidazo[1,2-c]quinazolin-9-yl)oxy)phenyl)-2-fluorobenzenesulfonamide C(#N)C1=C(C=CC=C1OC1=CC=2C=3N(C=NC2C=C1)CCN3)NS(=O)(=O)C3=C(C=CC=C3)F